((4-bromo-2-fluorophenyl)amino)-2-(4-methoxybenzyl)-7-methyl-3,4-dihydro-2,7-naphthyridine-1,6(2H,7H)-dione BrC1=CC(=C(C=C1)NC1N(C(C2=CN(C(C=C2C1)=O)C)=O)CC1=CC=C(C=C1)OC)F